C[O+](C)C Trimethyl-oxonium